sulfonyl-4,6,7,8-tetrahydropyrazolo[1,5-a][1,4]diazepine S(=O)(=O)=C1C=2N(CCCN1)N=CC2